N-(2-(2-(2-(3-(4-benzhydrylpiperazin-1-yl)-3-oxopropoxy)ethoxy)ethoxy)ethyl)-2-((2-(2,6-dioxopiperidin-3-yl)-1,3-dioxoisoindolin-4-yl)oxy)acetamide C(C1=CC=CC=C1)(C1=CC=CC=C1)N1CCN(CC1)C(CCOCCOCCOCCNC(COC1=C2C(N(C(C2=CC=C1)=O)C1C(NC(CC1)=O)=O)=O)=O)=O